NC1CCN(CC1)C1=CC(=C(NC2=NC=C(C(=N2)NC=2C(=C3N=CC=NC3=CC2)NS(=O)(=O)C)Cl)C=C1CC)OC N-[6-[[2-[4-(4-amino-1-piperidyl)-5-ethyl-2-methoxy-anilino]-5-chloro-pyrimidine-4-yl]amino]quinoxalin-5-yl]methanesulfonamide